ClC1=C(C(=O)NC=2SC3=C(N2)C=CC(=C3)C(=O)O)C=CC(=C1)C(F)(F)F 2-(2-chloro-4-(trifluoromethyl)benzamido)benzo[d]thiazole-6-carboxylic acid